C1(=CC=CC=C1)[As](=O)(CC[As](=O)(C1=CC=CC=C1)C1=CC=CC=C1)C1=CC=CC=C1 1,2-bis(diphenylarsinyl)ethane